(S)-3-(1-amino-5-methoxy-1,3-dihydrospiro[indene-2,4'-piperidin]-1'-yl)-5-methyl-6-(2-oxoindolin-7-yl)pyrazine-2-carbonitrile N[C@@H]1C2=CC=C(C=C2CC12CCN(CC2)C=2C(=NC(=C(N2)C)C=2C=CC=C1CC(NC21)=O)C#N)OC